OCC([C@H]1CC[C@H]2[C@@H]3CC[C@@H]4CC(CC[C@]4(C)[C@H]3CC[C@]12C)=O)=O (5b)-21-hydroxypregnane-3,20-dione